5-amino-1-(4,4-difluorocyclohexyl)pyridin-2(1H)-one NC=1C=CC(N(C1)C1CCC(CC1)(F)F)=O